ClC1=NS(C2=C(N1)C(=C(C=C2)F)CC2=C(C=CC=C2C)C)(=O)=O 3-chloro-5-(2,6-dimethylbenzyl)-6-fluoro-4H-benzo[e][1,2,4]thiadiazine 1,1-dioxide